C(C)(C)(C)OC(=O)N1C2CN(CC(C1)CC2)C=2C1=C(N=C(N2)Cl)C(=C(N=C1)Cl)F 3-(2,7-dichloro-8-fluoropyrido[4,3-d]pyrimidin-4-yl)-3,6-diazabicyclo[3.2.2]nonane-6-carboxylic acid tert-butyl ester